[N+](=O)([O-])[Fe]([N+](=O)[O-])[N+](=O)[O-] trinitroiron